C1(CC(CCC1)C(=O)OC)C(=O)OC dimethyl 1,3-cyclohexanedicarboxylate